5-(difluoromethoxy)-2-[(1S,2S)-2-(4,4,5,5-tetramethyl-1,3,2-dioxaborolan-2-yl)cyclopropyl]pyridine FC(OC=1C=CC(=NC1)[C@@H]1[C@H](C1)B1OC(C(O1)(C)C)(C)C)F